C(C)(C)(C)OC(=O)N[C@@H](C(=O)OCC)CCC(C)OC1=C(C(=C(C=C1)Cl)Cl)CN1C2=NC=NC(=C2N=C1)NC(=O)OC(C)(C)C ethyl (2R)-2-((tert-butoxycarbonyl)amino)-5-(2-((6-((tert-butoxycarbonyl)amino)-9H-purin-9-yl)methyl)-3,4-dichlorophenoxy)hexanoate